FC(N1N=CC(=C1)C1=CC2=C(C(=N1)C1=CNC3=CN=C(C=C31)NC(C)=O)OCC(O2)C)F N-(3-(7-(1-(difluoromethyl)-1H-pyrazol-4-yl)-2-methyl-2,3-dihydro-[1,4]dioxino[2,3-c]pyridin-5-yl)-1H-pyrrolo[2,3-c]pyridin-5-yl)acetamide